6-[4-[acetyl(cyclopropylmethyl)amino]-3-chloro-phenyl]-N-imidazo[1,2-a]pyridin-6-yl-pyridine-3-carboxamide C(C)(=O)N(C1=C(C=C(C=C1)C1=CC=C(C=N1)C(=O)NC=1C=CC=2N(C1)C=CN2)Cl)CC2CC2